COC1=CC=C(C=C1)C1=CC(=C2C=NN(C2=C1)CCCN1CCCC1)[N+](=O)[O-] 6-(4-Methoxyphenyl)-4-nitro-1-(3-(pyrrolidin-1-yl)propyl)-1H-indazole